C(C)C1=C(C(=CC=C1)C)N1C(SCC1=O)=NC(=O)NCCC1CCN(CC1)C1=NN(C=N1)C1=CC=C(C=C1)OC(F)(F)F 1-(3-(2-Ethyl-6-methylphenyl)-4-oxothiazolidin-2-ylidene)-3-(2-(1-(1-(4-(trifluoromethoxy)phenyl)-1H-1,2,4-triazol-3-yl)piperidin-4-yl)ethyl)urea